N=1C=NN2C(=NC=CC21)N [1,2,4]TRIAZOLO[1,5-C]PYRIMIDIN-5-AMINE